Azetidin-1-yl(8-(5-((3,4-dichlorophenyl)difluoromethyl)-1,3,4-oxadiazol-2-yl)-6-(thiazole-5-carbonyl)-2,6-diazaspiro[3.4]octan-2-yl)methanone N1(CCC1)C(=O)N1CC2(C1)CN(CC2C=2OC(=NN2)C(F)(F)C2=CC(=C(C=C2)Cl)Cl)C(=O)C2=CN=CS2